N-(3-(5-fluoropyrimidin-2-yl)-4-methylphenyl)-4-(pyridin-2-yl)-6-(trifluoromethyl)morpholine-3-carboxamide FC=1C=NC(=NC1)C=1C=C(C=CC1C)NC(=O)C1N(CC(OC1)C(F)(F)F)C1=NC=CC=C1